C(C)C1=C(C(=CC(=C1)CC)CC)C1=NNC(=C1O)C 3-(2,4,6-triethylphenyl)-5-methyl-pyrazol-4-ol